NC=1C(N(C=CC1)C1=NC(=CC=C1)C)=O 3-Amino-1-(6-methyl-2-pyridinyl)pyridin-2-one